C(C)P(C1=CC(=C(C=C1)NCC#CC1=C(C2=C(S1)C(=CC=C2)NC2CCN(CC2)C2CCOCC2)CC(F)(F)F)OC)(CC)=O diethyl(3-methoxy-4-((3-(7-((1-(tetrahydro-2H-pyran-4-yl)piperidin-4-yl)amino)-3-(2,2,2-trifluoroethyl)benzo[b]thiophen-2-yl)prop-2-yn-1-yl)amino)phenyl)phosphine oxide